BrC1=NC(=C(C=C1N)F)Br 2,6-dibromo-5-fluoropyridin-3-amine